BrC=1C(N(C(=CC1O)C)C1=CC(=NC=C1C)C=1C(=C(C(=O)N(C)C)C=CC1)F)=O 3-(3-bromo-4-hydroxy-5',6-dimethyl-2-oxo-2H-[1,4'-bipyridin]-2'-yl)-2-fluoro-N,N-dimethylbenzamide